CC1(CN(CC1)C1CC(C1)N1C(C2(CCN(CC2)C(=O)[C@H]2COCC2)C2=CC=C(C=C12)B1OC(C(O1)(C)C)(C)C)=O)C 1-((1s,3S)-3-(3,3-dimethylpyrrolidin-1-yl)cyclobutyl)-1'-((R)-tetrahydrofuran-3-carbonyl)-6-(4,4,5,5-tetramethyl-1,3,2-dioxaborolan-2-yl)spiro[indoline-3,4'-piperidin]-2-one